(2R)-1-[(4aR,8aS)-3,4,4a,5,6,7,8,8a-Octahydro-2H-quinolin-1-yl]-2-[cyclopropyl-[(2,4-dimethoxyphenyl)methyl]amino]-3-(methylamino)propan-1-one N1(CCC[C@H]2CCCC[C@H]12)C([C@@H](CNC)N(CC1=C(C=C(C=C1)OC)OC)C1CC1)=O